C1(CC1)C([C@@H](C1=NC2=C(N1)C=CC(=C2F)C(CC(F)(F)F)C(NCC(C)(F)F)=O)NC(OCC2=CC=CC=C2)=O)C2CC2 Benzyl N-[(1S)-2,2-dicyclopropyl-1-{5-[1-(2,2-difluoropropylcarbamoyl)-3,3,3-trifluoro-propyl]-4-fluoro-1H-benzimidazol-2-yl}ethyl]carbamate